FC1=C(C(=O)O)C(=CC(=C1)N1[C@H](CCC1)C(F)(F)F)F (R)-2,6-difluoro-4-(2-(trifluoromethyl)pyrrolidin-1-yl)benzoic acid